CC1=CC=C2C(=CC(OC2=C1)=O)Cl 7-methyl-4-chlorocoumarin